4-(Trifluoromethylphenyl)isoxazolo[5,4-b]pyridin-3-amin FC(F)(F)C1=C(C=CC=C1)C1=C2C(=NC=C1)ON=C2N